(E)-6-methoxy-2-naphthaldehyde oxime COC=1C=C2C=CC(=CC2=CC1)/C=N/O